OCC=1N=NN2C1CC(CC2)C(=O)OCC ethyl 3-(hydroxymethyl)-4,5,6,7-tetrahydro-[1,2,3]triazolo[1,5-a]pyridine-5-carboxylate